7-amino-N-{2-[3-(ethylamino)-4-methoxypyrrolidin-1-yl]-5,6,7,8-tetrahydroquinolin-6-yl}-3-methylthieno[2,3-b]pyrazine-6-carboxamide NC1=C(SC2=NC(=CN=C21)C)C(=O)NC2CC=1C=CC(=NC1CC2)N2CC(C(C2)OC)NCC